NC1CC(C1)C1=CB(OC=2C1=C1C(=NC2)NC=C1)O 9-(3-aminocyclobutyl)-[1,2]oxaborinino[5,6-d]pyrrolo[2,3-b]pyridin-7(3H)-ol